C(C)C=1OC(OC1CO)=O 4-ethyl-5-(hydroxymethyl)-1,3-dioxol-2-one